NC1=C2N=CN(C2=NC(=N1)OCCC1=CNC2=CC=C(C=C12)OC)[C@@H]1O[C@@H]([C@H]([C@H]1O)O)CO (2R,3R,4S,5R)-2-(6-amino-2-(2-(5-methoxy-1H-indol-3-yl)ethoxy)-9H-purin-9-yl)-5-(hydroxymethyl)-tetrahydrofuran-3,4-diol